tert-butyl ((6-(5-(2-cyano-3-cyclopropoxyphenyl)-1-methyl-1H-pyrazol-4-yl)-1-oxo-1,2-dihydroisoquinolin-4-yl)methyl)carbamate C(#N)C1=C(C=CC=C1OC1CC1)C1=C(C=NN1C)C=1C=C2C(=CNC(C2=CC1)=O)CNC(OC(C)(C)C)=O